(6-phenylpyridin-3-yl)propanoic acid C1(=CC=CC=C1)C1=CC=C(C=N1)C(C(=O)O)C